2-chloro-4-(methylsulfanyl)furo[3,2-d]pyrimidine ClC=1N=C(C2=C(N1)C=CO2)SC